2,4-dichloro-5-iodo-6-methyl-3-nitro-pyridine ClC1=NC(=C(C(=C1[N+](=O)[O-])Cl)I)C